ethyl 2-(2-((5-(3-(((tert-butoxycarbonyl)amino)methyl)phenyl)benzofuran-3-yl)methyl)phenyl)acetate C(C)(C)(C)OC(=O)NCC=1C=C(C=CC1)C=1C=CC2=C(C(=CO2)CC2=C(C=CC=C2)CC(=O)OCC)C1